N-(5-bromo-2-methyl-2,3-dihydro-[1,4]dioxino[2,3-c]pyridin-7-yl)-N-methylmethanesulfonamide BrC1=NC(=CC2=C1OCC(O2)C)N(S(=O)(=O)C)C